C(CC)NC(=O)C=1C(=NC=CC1)C(=O)O (propylcarbamoyl)picolinic acid